FC1C(C2=CC=C(C=C2C1)N1C(=NC=2C1=NC(=CC2)N2N=CC=C2)C2=CC=CC=C2)N 2-fluoro-5-(2-phenyl-5-(1H-pyrazol-1-yl)-3H-imidazo[4,5-b]pyridin-3-yl)-2,3-dihydro-1H-inden-1-amine